FC1=C(OC2=C(C=C(C=C2)C(C(F)(F)F)(C(F)(F)F)C2=CC(=C(C=C2)OC2=C(C(=C(C(=C2F)F)C=C)F)F)N)N)C(=C(C(=C1F)C=C)F)F bis[4-(2,3,5,6-tetrafluoro-4-vinylphenoxy)-3-aminophenyl]hexafluoropropane